C(C)CS(=O)(=O)[O-] ethyl-methanesulphonate